C(CCC)NC=1C=C(C(=O)NC)C=C(C1OC1=CC=CC=C1)S(=O)(=N)NCC1=CC(=CC=C1)Cl 3-(butylamino)-5-[[(3-chlorophenyl)methylamino]sulfonimidoyl]-N-methyl-4-phenoxy-benzamide